Ethyl 1-(5-{7-[{[1-(methoxymethyl) cyclobutyl] methyl}(methyl)amino]-5-[4-methoxy-3-(trifluoromethyl)phenyl]-1H-imidazo[4,5-b]pyridin-2-yl}pyrazin-2-yl)piperidine-4-carboxylate COCC1(CCC1)CN(C1=C2C(=NC(=C1)C1=CC(=C(C=C1)OC)C(F)(F)F)N=C(N2)C=2N=CC(=NC2)N2CCC(CC2)C(=O)OCC)C